COC(C1=C(C=CC=C1)C1=NC(=NC=C1Cl)NC=1C=NN(C1)C1CC1)=O (5-chloro-2-((1-cyclopropyl-1H-pyrazol-4-yl)amino)pyrimidin-4-yl)benzoic acid methyl ester